5-amino-N-methylpicolinamide NC=1C=CC(=NC1)C(=O)NC